(4-(trifluoromethyl)phenyl)-1,3,4-thiadiazole-3(2H)-carboximidamide FC(C1=CC=C(C=C1)C1SC=NN1C(N)=N)(F)F